ethyl 1-(4-cyanopyrimidin-2-yl)-3,3,4-trifluoro-piperidine-4-carboxylate C(#N)C1=NC(=NC=C1)N1CC(C(CC1)(C(=O)OCC)F)(F)F